FC=1C(=CC(=NC1)OC)C1=CC(=NN1)C(=O)N1[C@H]2CC(C[C@@H]1CC2)C2=CC=CC=C2C(=O)O (1r,3r,5s)-8-[5-(5-fluoro-2-methoxypyridin-4-yl)-1H-pyrazole-3-carbonyl]-8-azabicyclo[3.2.1]octane-3-benzoic acid